(2-methyl-8-hydroxyquinolinate) aluminum [Al+3].CC1(NC2=C(C=CC=C2C=C1)O)C(=O)[O-].CC1(NC2=C(C=CC=C2C=C1)O)C(=O)[O-].CC1(NC2=C(C=CC=C2C=C1)O)C(=O)[O-]